N-(4-amino-3-methoxyphenyl)-N-methylsulfonamide NC1=C(C=C(C=C1)N(S(=O)=O)C)OC